8-Bromo-3-ethylpyrido[4,3-d]pyrimidin-4(3H)-one BrC1=CN=CC2=C1N=CN(C2=O)CC